(E)-1-(4-(5-carbamoyl-2-(furan-2-carboxamido)-1H-benzo[d]imidazol-1-yl)but-2-en-1-yl)-2-(furan-2-carboxamido)-7-methyl-1H-benzo[d]imidazole-5-carboxamide C(N)(=O)C1=CC2=C(N(C(=N2)NC(=O)C=2OC=CC2)C/C=C/CN2C(=NC3=C2C(=CC(=C3)C(=O)N)C)NC(=O)C=3OC=CC3)C=C1